18-(3-(2-((1,2-dimethylhydrazino)methyl)-1H-indol-1-yl)propionamido)-5-isopropyl-2-methyl-1,4,7,17-tetraoxo-10,13-dioxa-3,6,16-triazacycloheneicosane-21-carboxylic acid CN(NC)CC=1N(C2=CC=CC=C2C1)CCC(=O)NC1C(NCCOCCOCCC(NC(C(NC(C(C(CC1)C(=O)O)=O)C)=O)C(C)C)=O)=O